4-(4-((1R,5S)-3,8-diazabicyclo[3.2.1]octan-3-yl)-8-fluoro-2-(((2R,7aR)-2-fluorotetrahydro-1H-pyrrolizin-7a(5H)-yl)methoxy)quinazolin-7-yl)naphthalen-2-ol [C@H]12CN(C[C@H](CC1)N2)C2=NC(=NC1=C(C(=CC=C21)C2=CC(=CC1=CC=CC=C21)O)F)OC[C@@]21CCCN1C[C@@H](C2)F